Ethyl 2-{[(3-chloro-2,6-difluorophenyl)carbamoyl]-oxy}-3-(1H-pyrazol-1-yl)-propanoate ClC=1C(=C(C(=CC1)F)NC(=O)OC(C(=O)OCC)CN1N=CC=C1)F